ClC=1C(=CC(=C(C1)NC(=O)C1=CC2=CC=CC=C2C=C1O)OC)OC N-(5-chloro-2,4-dimethoxyphenyl)-3-hydroxyl-2-naphthamide